tert-butyl 3-(5-(4-(1-(6-(4-(2,4-dioxotetrahydropyrimidin-1(2H)-yl)-3-fluorophenyl)-2-azaspiro[3.3]heptan-2-yl)butyl)-2-fluorophenyl)-4-methylpyrimidin-2-yl)isoxazole-5-carboxylate O=C1N(CCC(N1)=O)C1=C(C=C(C=C1)C1CC2(CN(C2)C(CCC)C2=CC(=C(C=C2)C=2C(=NC(=NC2)C2=NOC(=C2)C(=O)OC(C)(C)C)C)F)C1)F